N-(5-(5-chloro-2-methoxyphenyl)-1-((3-(hydroxymethyl)oxetan-3-yl)methyl)-1H-pyrazol-4-yl)pyrazolo[1,5-a]pyrimidine-3-carboxamide ClC=1C=CC(=C(C1)C1=C(C=NN1CC1(COC1)CO)NC(=O)C=1C=NN2C1N=CC=C2)OC